(8-((4-(butylamino)-5-chloro-7H-pyrrolo[2,3-d]pyrimidin-2-yl)amino)-2,3-dihydrobenzo[b][1,4]dioxin-5-yl)(morpholino)methanone C(CCC)NC=1C2=C(N=C(N1)NC1=CC=C(C3=C1OCCO3)C(=O)N3CCOCC3)NC=C2Cl